2-propoxycarbamate CC(C)ONC([O-])=O